1-(tert-Butyl) 5-methyl 2-(4'-fluoro-2'-(4-methyl-4H-1,2,4-triazol-3-yl)-[1,1'-biphenyl]-3-yl)-1H-indole-1,5-dicarboxylate FC1=CC(=C(C=C1)C1=CC(=CC=C1)C=1N(C2=CC=C(C=C2C1)C(=O)OC)C(=O)OC(C)(C)C)C1=NN=CN1C